9,9-bishydroxymethylfluorene OCC1(C2=CC=CC=C2C=2C=CC=CC12)CO